[N+](=O)([O-])C=1C=C(C=CC1)C1=NOC=N1 3-(3-NITROPHENYL)-1,2,4-OXADIAZOL